[N+](=O)([O-])C1=CC=C(C=2C1=NON2)NCCCCCC(=O)O 6-((7-nitrobenzo[c][1,2,5]oxadiazol-4-yl)amino)hexanoic acid